4-hydroxyphenyl(o-methylbenzyl)methylsulfonium hexafluoroantimonate F[Sb-](F)(F)(F)(F)F.OC1=CC=C(C=C1)[S+](C)CC1=C(C=CC=C1)C